bis(3,4-dimethyl-phenyl) ketone CC=1C=C(C=CC1C)C(=O)C1=CC(=C(C=C1)C)C